C(#N)C1=NC(=CC(=N1)B(O)O)C 2-CYANO-6-METHYLPYRIMIDINE-4-BORONIC ACID